C(C)(C)(C)OC(=O)N1C(CCC1)C#CC1=C(C(=C(C(=C1)OC1CC1)C#N)C1=CC=NN1C)F ((4-cyano-5-cyclopropyloxy-2-fluoro-3-(1-methyl-1H-pyrazol-5-yl)phenyl)ethynyl)pyrrolidine-1-carboxylic acid tert-butyl ester